C1(CCCCC1)CS(=O)(=O)N1CCCCC1 1-((cyclohexylmethyl)sulfonyl)piperidin